FC(C(=O)O)(F)F.ClC=1C=CC(=C(C1)C1=CC(=C(N=N1)N(C1COCC1)C)C(=O)O)F 6-(5-chloro-2-fluorophenyl)-3-[methyl-(oxolan-3-yl)amino]pyridazine-4-carboxylic acid trifluoroacetic acid salt